C1(CCCC1)N1N=NC(=C1)C1CCCC1 3,5-dicyclopentyltriazole